C(C)C(C(=O)OC1OC[C@H](C2=C1NC(C=1C=C(C(=CC21)F)F)=O)N(C(=O)C=2NC1=CC(=C(C=C1C2)F)F)C)CC (1S)-1-(5,6-difluoro-N-methyl-1H-indole-2-carboxamido)-8,9-difluoro-6-oxo-1,4,5,6-tetrahydro-2H-pyrano[3,4-c]isoquinolin-4-yl 2-ethylbutanoate